COC[N+]1=CC=CC=C1 methoxymethyl-pyridinium